BrC=1C=C2C(=CNC2=CC1)NC1=NC2=C(N1C)C=CC=C2 N-(5-bromo-1H-indol-3-yl)-1-methyl-1H-benzo[d]imidazol-2-amine